C(OCC1=CC=CC=C1)(OCN1C(CCC2=CC=C(C=C12)CCN1CCN(CC1)C1=CC(=CC=2SC=CC21)F)=O)=O benzyl ((7-(2-(4-(6-fluorobenzo[b]thiophen-4-yl)piperazin-1-yl)ethyl)-2-oxo-3,4-dihydroquinolin-1(2H)-yl)methyl) carbonate